C(C1=CC=CC=C1)(=O)ON=C(C(=O)C1=C(C=C(C=C1)SC1=CC=CC=C1)S)CC N-benzoyloxy-1-(4-phenylsulfanyl-(sulfanyl)phenyl)butan-1-one-2-imine